1-(2-(2-naphthyl)ethyl)-4-(3-trifluoromethyl-phenyl)-1,2,3,6-tetrahydropyridine C1=C(C=CC2=CC=CC=C12)CCN1CCC(=CC1)C1=CC(=CC=C1)C(F)(F)F